C[C@H](CCC[C@@H](C)[C@H]1CC[C@@H]2[C@@]1(CC[C@H]3[C@H]2CC=C4[C@@]3(CC[C@@H]([C@@H]4O)O)C)C)CO The molecule is an oxysterol that is cholesterol which is substituted by hydroxy groups at 4beta and 26 positions and has R-configuration at position 25. It has a role as a human xenobiotic metabolite. It is a 3beta-sterol, a 4-hydroxy steroid, a cholestanoid, an oxysterol, a 26-hydroxy steroid and a 3beta-hydroxy-Delta(5)-steroid.